C(C)(C)(C)N(C(O)=O)C=1C(N(C=C(C1)Br)C(F)F)=O.C1(=CC=CC=C1)[C@@H]1N=C(OC1)CC=1OC[C@@H](N1)C1=CC=CC=C1 bis((S)-4-phenyl-4,5-dihydro-oxazol-2-yl)methane tert-butyl-(5-bromo-1-(difluoromethyl)-2-oxo-1,2-dihydropyridin-3-yl)carbamate